tert-butyl 4-(6-benzyl-4-cyano-3-((1-methylpyrrolidin-2-yl)methoxy)-5,6,7,8-tetrahydro-2,6-naphthyridin-1-yl)piperazine-1-carboxylate C(C1=CC=CC=C1)N1CC=2C(=C(N=C(C2CC1)N1CCN(CC1)C(=O)OC(C)(C)C)OCC1N(CCC1)C)C#N